(1R,2S)-2-(3-((2-cyclopropyl-6-(1,1-dioxidothiomorpholino)pyrimidin-4-yl)amino)-1H-indazol-6-yl)-5'-methoxyspiro[cyclopropane-1,3'-indolin]-2'-one C1(CC1)C1=NC(=CC(=N1)NC1=NNC2=CC(=CC=C12)[C@@H]1C[C@@]12C(NC1=CC=C(C=C21)OC)=O)N2CCS(CC2)(=O)=O